methyl 1-(6-((1-(4-(difluoromethyl) phenyl)-4-methyl-1H-pyrazol-5-yl) methoxy) pyridazin-3-yl)-1H-imidazole-4-carboxylate FC(C1=CC=C(C=C1)N1N=CC(=C1COC1=CC=C(N=N1)N1C=NC(=C1)C(=O)OC)C)F